(4S,5S)-1,3-bis(2-bromo-3,5-di-tert-butylbenzyl)-2-(((4S,5S)-4,5-diphenylimidazolidin-2-ylidene)amino)-4,5-diphenyl-4,5-dihydro-1H-imidazol-3-ium chloride [Cl-].BrC1=C(CN2C(=[N+]([C@H]([C@@H]2C2=CC=CC=C2)C2=CC=CC=C2)CC2=C(C(=CC(=C2)C(C)(C)C)C(C)(C)C)Br)N=C2N[C@H]([C@@H](N2)C2=CC=CC=C2)C2=CC=CC=C2)C=C(C=C1C(C)(C)C)C(C)(C)C